benzoylazobisisobutyronitrile C(C1=CC=CC=C1)(=O)CC(N=NC(C#N)(C)C)(C#N)C